O1C=CC2=C1C=CC(=C2)C2=CN=C1N2N=C(C=C1)Cl 3-(benzofuran-5-yl)-6-chloro-imidazo[1,2-b]Pyridazine